CC(C)P(C(C)CCCCC)C(C)CCCCC 2-propylbis-(2-heptyl)phosphine